2-{3-[2-(1-{[3,5-Bis(difluoromethyl)-1H-pyrazol-1-yl]acetyl}piperidin-4-yl)-1,3-thiazol-4-yl]-4,5-dihydro-1,2-oxazol-5-yl}-3-chlorophenylmethanesulfonate FC(C1=NN(C(=C1)C(F)F)CC(=O)N1CCC(CC1)C=1SC=C(N1)C1=NOC(C1)C1=C(C=CC=C1Cl)CS(=O)(=O)[O-])F